COC1=CC=2N(C=C1)C(=CN2)C(=O)C2=CC=CC=C2 (7-methoxyimidazo[1,2-a]pyridin-3-yl)(phenyl)methanone